[2,4-di-t-butylphenyl] dichlorophosphite P(OC1=C(C=C(C=C1)C(C)(C)C)C(C)(C)C)(Cl)Cl